(1R,4R,7R)-7-bromo-2-(4-methoxybenzyl)-2-azabicyclo[2.2.1]Heptane-3,6-dione Br[C@H]1[C@@H]2N(C([C@H]1CC2=O)=O)CC2=CC=C(C=C2)OC